(2,3-dihydro-2-oxo-1H-imidazo[4,5-b]pyridin-7-yl)-N-(2-(methylsulfonyl)ethyl)piperazine-1-carboxamide O=C1NC=2C(=NC=CC2C2N(CCNC2)C(=O)NCCS(=O)(=O)C)N1